FC1(CCN(CC1)C(=O)C=1C(=CC2=C(OC[C@@H](N2)C)N1)CC1=CC=C(C=C1)F)F (S)-(4,4-difluoropiperidin-1-yl)(7-(4-fluorobenzyl)-2-methyl-2,3-dihydro-1H-pyrido[2,3-b][1,4]oxazin-6-yl)methanone